C1=C(C=CC2=CC=CC=C12)O.[Bi] bismuth beta-naphthol